CC1(N(CCC1)CCNC(=O)C=1C=C(C(=NC1)C)NC1=NN(C2=NC(=NC=C21)NC=2C=C(C=CC2)C(C(=O)O)(C)C)C)C 2-(3-((3-((5-((2-(2,2-dimethylpyrrolidin-1-yl)ethyl)carbamoyl)-2-methylpyridin-3-yl)amino)-1-methyl-1H-pyrazolo[3,4-d]pyrimidin-6-yl)amino)phenyl)-2-methylpropanoic acid